CC1(C(CC1)C#N)C1=CC2=CC=CC=C2C=C1 2-Methyl-2-(naphthalen-2-yl)cyclobutane-1-carbonitrile